[3-[6-(4-fluorophenoxy)-3-pyridinyl]azetidin-1-yl]-[(3S)-3-(4H-1,2,4-triazol-3-yl)pyrrolidin-1-yl]methanone FC1=CC=C(OC2=CC=C(C=N2)C2CN(C2)C(=O)N2C[C@H](CC2)C2=NN=CN2)C=C1